NC=1C(=NSC1C(=O)N1CCN(CC1)C(COC=1C=CC=C2C(=NN(C12)C)C1C(NC(CC1)=O)=O)=O)C(=O)NC(C)C 4-amino-5-(4-(2-((3-(2,6-dioxopiperidin-3-yl)-1-methyl-1H-indazol-7-yl)oxy)-acetyl)piperazine-1-carbonyl)-N-isopropylisothiazole-3-carboxamide